Methyl (2-oxo-2-((S)-1-((quinoline-4-carbonyl)glycyl)pyrrolidin-2-yl)acetyl)glycyl-L-glutaminate O=C(C(=O)NCC(=O)N[C@@H](CCC(N)=O)C(=O)OC)[C@H]1N(CCC1)C(CNC(=O)C1=CC=NC2=CC=CC=C12)=O